3-(2-(azepan-1-yl)ethyl)-6-propionylbenzo[d]oxazol-2(3H)-one N1(CCCCCC1)CCN1C(OC2=C1C=CC(=C2)C(CC)=O)=O